3-(tert-butyl)-N-[2-(2,4-dimethylphenyl)ethyl]-1-methyl-5-[3-(trifluoromethyl)phenoxy]-1H-pyrazole-4-carboxamide C(C)(C)(C)C1=NN(C(=C1C(=O)NCCC1=C(C=C(C=C1)C)C)OC1=CC(=CC=C1)C(F)(F)F)C